ClC=1C=C(C=C(C1)Cl)C1=CC(=CC(=C1)CN1CCC(CC1)C1=CC=CC=C1)CN1CCC(CC1)N 1-((3',5'-dichloro-5-((4-phenylpiperidin-1-yl)methyl)-[1,1'-biphenyl]-3-yl)methyl)piperidin-4-amine